4-((2-isopropoxy-4-(1-isopropyl-1H-pyrazol-4-yl)phenyl)amino)-N-isopropylpyridazine-3-carboxamide C(C)(C)OC1=C(C=CC(=C1)C=1C=NN(C1)C(C)C)NC1=C(N=NC=C1)C(=O)NC(C)C